6-HYDROXYPYRIDIN-3-YLBORONIC ACID OC1=CC=C(C=N1)B(O)O